ClC1=CC=C(C=C1)C1=NN=C2SC(=NN21)CN2CCC1=CC=CC=C21 3-(4-chlorophenyl)-6-(indolin-1-ylmethyl)-[1,2,4]triazolo[3,4-b][1,3,4]thiadiazole